FC1=C(C(=C(C(=C1F)F)F)F)CCCCCCCCCCCCCCCCCCCCN 2,3,4,5,6-pentafluorobenzeneicosaneamine